(3R,4R)-N-[5-chloro-7-(1-ethylcyclobutyl)imidazo[4,3-f][1,2,4]triazin-2-yl]-3-fluoro-1-methanesulfonylpiperidin-4-amine ClC=1N=C(N2N=C(N=CC21)N[C@H]2[C@@H](CN(CC2)S(=O)(=O)C)F)C2(CCC2)CC